4-amino-2-hydroxybenzoic acid phenyl ester (phenyl amino salicylate) C1(=CC=CC=C1)NOC=1C(C(=O)O)=CC=CC1.C1(=CC=CC=C1)OC(C1=C(C=C(C=C1)N)O)=O